2-nitrobenzene-1,3-diethanol acrylate C(C=C)(=O)OCCC1=C(C(=CC=C1)CCO)[N+](=O)[O-]